CC(N)(C)C(=O)O alpha-methyl-alanine